trimethylbenzoyl-xylyl-phosphine oxide CC1=C(C(=C(C(=C1P(C(C1=CC=CC=C1)=O)=O)C)C)C)C